3-[(6-bromo-2-methyl-3-pyridinyl)sulfonyl]-6-fluoro-1,4-dimethyl-indole BrC1=CC=C(C(=N1)C)S(=O)(=O)C1=CN(C2=CC(=CC(=C12)C)F)C